Tert-butyl (1RS,4SR,6RS)-6-((5-cyclopropyl-3-(2,6-dichlorophenyl)isoxazol-4-yl)methoxy)-2-azabicyclo[2.2.1]heptane-2-carboxylate C1(CC1)C1=C(C(=NO1)C1=C(C=CC=C1Cl)Cl)CO[C@@H]1C[C@H]2CN([C@@H]1C2)C(=O)OC(C)(C)C |r|